S1(NNCCC1)(=O)=O 1,2,3-thiadiazinane 1,1-dioxide